ethyl 5-methoxypicoline-2,3-dicarboxylate COC=1C=C(C(NC1)(C)C(=O)OCC)C(=O)[O-]